OC1=C(C=CC=C1)C=1SC2=C(N1)C(=CC=C2)[Zn]C2=CC=CC1=C2N=C(S1)C1=C(C=CC=C1)O bis[2-(2-hydroxyphenyl)benzothiazolyl]Zinc (II)